FC1=NC(=C2N=CN(C2=N1)C1OCCCC1)NCC1=C(C=CC=C1)OC(C)=O 2-fluoro-6-[(2-acetoxybenzyl)amino]-9-(tetrahydro-2H-pyran-2-yl)-9H-purine